[2-(aminomethyl)-3,3-difluoro-allyl]-4-[[5-(3-piperazin-1-ylphenyl)-2-thienyl]methyl]-1,2,4-triazol-3-one bistrifluoroacetate salt FC(C(=O)O)(F)F.FC(C(=O)O)(F)F.NCC(CC=1N(C(NN1)=O)CC=1SC(=CC1)C1=CC(=CC=C1)N1CCNCC1)=C(F)F